3-Fluoro-4-methylaniline FC=1C=C(N)C=CC1C